amino-n-propyl-diethanolamine NC(N(CCO)CCC)CO